C(C=C)(=O)O.C(C=C)(=O)O.C(O)CCO dimethylolmethane diacrylate